(S)-(7-chloro-1H-benzo[d]imidazol-2-yl)(3-(difluoromethyl)-5-methyl-5,6-dihydroimidazo[1,5-a]pyrazin-7(8H)-yl)methanone ClC1=CC=CC2=C1NC(=N2)C(=O)N2CC=1N([C@H](C2)C)C(=NC1)C(F)F